2,6,6,7,8,8-hexamethyldecahydro-2H-indeno[4,5-b]furan CC1CC2C(O1)C1C(C(C(C1CC2)(C)C)C)(C)C